CC1=NN=C(N=N1)C1=CC=C(C=C1)CN (4-(6-methyl-1,2,4,5-tetrazin-3-yl)phenyl)methylamine